CC1=NC2=CC=CC=C2C=C1CC=CC1=CC=CC=C1 methyl-3-(3-phenylallyl)quinolin